2,15-diphenyl-4,7,10,13-tetraoxahexadeca-2,14-diene C1(=CC=CC=C1)C(C)=COCCOCCOCCOC=C(C)C1=CC=CC=C1